CC(C(C)C1=NC2=CC=CC=C2C=C1)OC([C@H](C)NC(=O)C1=NC=CC(=C1O)OC)=O (2S)-2-[(3-hydroxy-4-methoxy-pyridine-2-carbonyl)amino]propionic acid [1-methyl-2-(2-quinolinyl) propyl] ester